NC1=C2C(=NC=N1)N(N=C2C2=CC=C1C=C(NC1=C2)C(=O)N)C(C)(C)C 6-(4-amino-1-(tert-butyl)-1H-pyrazolo[3,4-d]pyrimidin-3-yl)-1H-indole-2-carboxamide